ClC=1C=C(C=CC1F)C1(NC=CC=2C(=C(C=CC12)C)N)N 1-(3-chloro-4-fluorophenyl)-6-methylisoquinoline-1,5-diamine